CS(=O)(=O)C1=C(C=CC=C1)CCN1CC2CCC(C1)N2 3-(2-methanesulfonylPhenylethyl)-3,8-diazabicyclo[3.2.1]Octane